ClC=1C=CC2=C(C(CCCN2C(=O)C2=C(C=C(C=C2)NC(C2=C(C=CC=C2)C)=O)C)O)C1 N-[4-[(7-chloro-2,3,4,5-tetrahydro-5-hydroxy-1H-1-benzazepin-1-yl)carbonyl]-3-methylphenyl]-2-methylbenzamide